1,4-butanediyl ditriflate O(S(=O)(=O)C(F)(F)F)CCCCOS(=O)(=O)C(F)(F)F